ClC1=C(C=CC=C1)C1=CC(=NN1C1CCCC1)C(=O)NC(CC#N)CCN1CC(CCC1)(F)F 5-(2-chlorophenyl)-N-(1-cyano-4-(3,3-difluoropiperidin-1-yl)but-2-yl)-1-cyclopentyl-1H-pyrazole-3-carboxamide